benzyl (R)-7-((2-hydroxyethyl)sulfonyl)-2-(3-((R)-3-methoxy-2-methyl-3-oxopropyl)phenyl)-2,6,6-trimethylheptanoate OCCS(=O)(=O)CC(CCC[C@](C(=O)OCC1=CC=CC=C1)(C)C1=CC(=CC=C1)C[C@H](C(=O)OC)C)(C)C